N[C@H](C(=O)NC1=C(C(=C(C=C1)I)Cl)C(C1=C(C=CC=C1F)F)=O)C (2S)-2-amino-N-[3-chloro-2-(2,6-difluorobenzoyl)-4-iodophenyl]propanamide